tert-Butyl 4-(6-cyano-1-methyl-2,3-dioxo-2,3-dihydropyrido[2,3-b]pyrazin-4(1H)-yl)piperidin-1-carboxylate C(#N)C=1C=CC2=C(N(C(C(N2C)=O)=O)C2CCN(CC2)C(=O)OC(C)(C)C)N1